ClC=1C=C(C=CC1)C(CC(=O)O)CC(=O)O 3-(3-chlorophenyl)pentanedioic acid